4-fluorobenzyl 1-(2-hydroxyethyl)-1H-indole-6-carboxylate OCCN1C=CC2=CC=C(C=C12)C(=O)OCC1=CC=C(C=C1)F